C(C1=CC=CC=C1)OC(=O)N1CCC(CC1)(C(=O)O)NC(=O)OC(C)(C)C 1-[(benzyloxy)carbonyl]-4-[(tert-butoxycarbonyl)amino]piperidine-4-carboxylic acid